((((3-styryl-5-vinylcyclopentane-1,2-diyl)bis(methylene))bis(oxy))bis(methylene))dibenzene C(=CC1=CC=CC=C1)C1C(C(C(C1)C=C)COCC1=CC=CC=C1)COCC1=CC=CC=C1